Cl.NO Hydroxylamin hydrochloride